C(C)(C)(C)OC(N(C)CC1=C(C=C(C=C1)F)F)=O (2,4-difluorobenzyl)(methyl)carbamic acid tert-butyl ester